BrC=1C=C(C(=NC1)O)C 5-bromo-2-hydroxy-3-methyl-pyridine